C(=O)(C=C)C1CC=2C1=CC=CC2 acryl-(benzocyclobutene)